C(C)C1C(N=C(S1)C(CC)C)C 5-ethyl-4-methyl-2-(1-methylpropyl)-thiazoline